(R)-N-(2-fluoro-3-hydroxy-3-methylbutyl)-8-(isopropylamino)-2-(pyridin-3-yl)imidazo[1,2-b]pyridazine-7-carboxamide F[C@H](CNC(=O)C1=C(C=2N(N=C1)C=C(N2)C=2C=NC=CC2)NC(C)C)C(C)(C)O